1-[7,8-dihydro-4-[(phenylmethyl)amino]-5H-pyrano[4,3-d]pyrimidin-2-yl]-2-methyl-1H-indole-4-carboxamide C1(=CC=CC=C1)CNC=1C2=C(N=C(N1)N1C(=CC=3C(=CC=CC13)C(=O)N)C)CCOC2